Cl.Cl.FC1=CC=C(C=N1)O[C@@H]1C[C@H](C1)N trans-3-[(6-fluoropyridin-3-yl)oxy]Cyclobutyl-amine dihydrochloride